1,4-dimethyl-1,4-diamino-butane CC(CCC(N)C)N